N-(6-(1H-1,2,3-triazol-1-yl)-5-(trifluoromethyl)pyridin-3-yl)-1-(quinolin-5-yl)-5-(trifluoromethyl)-1H-pyrazole-4-carboxamide N1(N=NC=C1)C1=C(C=C(C=N1)NC(=O)C=1C=NN(C1C(F)(F)F)C1=C2C=CC=NC2=CC=C1)C(F)(F)F